NC1CN(CCC1)C(CN1CCN(CC1)C1=C(C=C(C=C1)C1C(NC(CC1)=O)=O)F)=O 3-(4-(4-(2-(3-aminopiperidin-1-yl)-2-oxoethyl)piperazin-1-yl)-3-fluorophenyl)piperidine-2,6-dione